(R)-(pyrrolidin-3-ylmethyl)carbamic acid tert-butyl ester C(C)(C)(C)OC(NC[C@H]1CNCC1)=O